1-(2-isocyanatoethyl)pyrrolidine-2,5-dione N(=C=O)CCN1C(CCC1=O)=O